(o-nitrobenzyloxycarbonyl)-L-lysine [N+](=O)([O-])C1=C(COC(=O)N[C@@H](CCCCN)C(=O)O)C=CC=C1